(S)-2-bromo-4-(3-((tert-butyldiphenylsilyl)oxy)-2,2-dimethylpropyl)-6-ethyl-5-(2-(1-methoxyethyl)pyridin-3-yl)-6H-thieno[2,3-b]pyrrole BrC1=CC2=C(N(C(=C2CC(CO[Si](C2=CC=CC=C2)(C2=CC=CC=C2)C(C)(C)C)(C)C)C=2C(=NC=CC2)[C@H](C)OC)CC)S1